hexamethylbiphenyl CC1=C(C(=C(C=C1)C2=C(C(=C(C=C2)C)C)C)C)C